ClC1=C(C=CC(=C1)F)CC(=O)NC=1C=C(N=NC1)N(C(C)=O)C1=CC=C(C=C1)F N-{5-[2-(2-chloro-4-fluorophenyl)acetylamino]pyridazin-3-yl}-N-(4-fluorophenyl)acetamide